succinic acid diamide dodecanoate C(CCCCCCCCCCC)(=O)O.C(CCC(=O)N)(=O)N